FC(C1=CC=C(C=C1)N[C@H]1CCC2=CC(=CC=C12)NC(C=C)=O)(F)F (S)-N-(1-((4-(trifluoromethyl)phenyl)amino)-2,3-dihydro-1H-inden-5-yl)acrylamide